(R)-1-(2-((1-(((tert-butyldimethylsilyl)oxy)methyl)cyclopropyl)methoxy)-7-(8-ethyl-3-(methoxymethoxy)naphthalen-1-yl)-8-fluoropyrido[4,3-d]pyrimidin-4-yl)-3-methyl-piperidin-3-ol [Si](C)(C)(C(C)(C)C)OCC1(CC1)COC=1N=C(C2=C(N1)C(=C(N=C2)C2=CC(=CC1=CC=CC(=C21)CC)OCOC)F)N2C[C@@](CCC2)(O)C